[Br-].C(C)(C)(C)OC(=O)N(CCCC[P+](C1=CC=CC=C1)(C1=CC=CC=C1)C1=CC=CC=C1)CCC1=CC=CC=C1 (4-((tert-butoxycarbonyl)(phenethyl)amino)butyl)triphenylphosphonium bromide